COC(=O)C1(CC2=C(C(=NC(=C2C)OCCCN)C)C1)C(=O)OC 3-(3-Aminopropoxy)-1,4-dimethyl-5,7-dihydrocyclopenta[c]pyridine-6,6-dicarboxylic acid dimethyl ester